N(CCCCCCN(P(OC)(O)=O)P(OC)(O)=O)(P(OC)(O)=O)P(OC)(O)=O hexamethylenediamine-tetra(methylphosphonic acid)